(R)-5-methyl-4-(piperazin-1-yl)-6,7-dihydro-5H-cyclopenta[d]pyrimidine dihydrochloride Cl.Cl.C[C@@H]1CCC=2N=CN=C(C21)N2CCNCC2